N-(Cyclopropylmethyl)-6-{4-[1-(1-fluoropropan-2-yl)piperidin-4-yl]-1,4-diazepan-1-yl}pyridine-2-carboxamide C1(CC1)CNC(=O)C1=NC(=CC=C1)N1CCN(CCC1)C1CCN(CC1)C(CF)C